C1CC12CCN(CC2)C=2C=C(C=CC2N2N=NC(=C2)C2=NC(=NC(=C2)C)C2OCCOC2)C(CO)S(=O)(=O)N (3-{6-azaspiro[2.5]oct-6-yl}-4-{4-[2-(1,4-dioxan-2-yl)-6-methylpyrimidin-4-yl]-1H-1,2,3-triazol-1-yl}phenyl)-2-hydroxyethane-1-sulfonamide